1-((2-amino-1-(cyclopropylmethyl)-1H-benzo[d]imidazol-6-yl)oxy)-2-methylpropan-2-ol HCl salt Cl.NC1=NC2=C(N1CC1CC1)C=C(C=C2)OCC(C)(O)C